tert-butyl N-[1,1-dimethyl-2-(2,4,6-trichloropyrimidin-5-yl)oxy-ethyl]carbamate CC(COC=1C(=NC(=NC1Cl)Cl)Cl)(C)NC(OC(C)(C)C)=O